(R)-dimethyl 5-(1-benzyl-1H-naphtho[1,8-de][1,3,2]diazaborinin-2(3H)-yl)-6-cyclohexyl-4,7-dimethyl-1,3-dihydro-2H-indene-2,2-dicarboxylate C(C1=CC=CC=C1)N1B(NC2=C3C1=CC=CC3=CC=C2)C=2C(=C3CC(CC3=C(C2C2CCCCC2)C)(C(=O)OC)C(=O)OC)C